C(N)(=N)NC(=O)N amidino-urea